4,4-dimethyl-5α-cholesta-8(9),14-dien CC1([C@@H]2CCC=3C4=CC[C@H]([C@@H](CCCC(C)C)C)[C@]4(CCC3[C@]2(CCC1)C)C)C